O=C(CC[C@H]1NC(OC1)=O)N1CC(C1)C1=CC=C(C=C1)OC(C(F)(F)F)(C)C (R)-4-(3-Oxo-3-(3-(4-((1,1,1-trifluoro-2-methylpropan-2-yl)oxy)phenyl)azetidin-1-yl)propyl)oxazolidin-2-one